OC1=CC=C(C=C1)C=1SC=CN1 2-(4'-Hydroxyphenyl)thiazol